4-(2-Methoxy-4-{6-oxo-2H,4H,5H,6H,7H-pyrazolo[3,4-b]pyridin-4-yl}phenoxymethyl)-N-(1H-pyrazol-3-yl)-3-(trifluoromethyl)benzamide COC1=C(OCC2=C(C=C(C(=O)NC3=NNC=C3)C=C2)C(F)(F)F)C=CC(=C1)C1C=2C(NC(C1)=O)=NNC2